C1(CC1)N(C1=C(C(=NC=N1)NCC1CC(C1)CC(=O)O)F)CC1=CC=C(C=C1)C(F)(F)F 2-[3-[[[6-[cyclopropyl-[[4-(trifluoromethyl)phenyl]methyl]amino]-5-fluoro-pyrimidin-4-yl]amino]methyl]cyclobutyl]acetic acid